ClC1=C(C=C2C(=C(N(C2=C1F)C)C1=NC(=NN1)[C@@H](C)N(C)C)N1C=NC=C1)OC (R)-1-(5-(6-chloro-7-fluoro-3-(1H-imidazol-1-yl)-5-methoxy-1-methyl-1H-indol-2-yl)-1H-1,2,4-triazol-3-yl)-N,N-dimethylethan-1-amine